3,4-dimethyl-7-fluoro-2-(2'-amino-4'-fluorophenyl)-9H-carbazole CC=1C(=CC=2NC3=CC(=CC=C3C2C1C)F)C1=C(C=C(C=C1)F)N